C(=O)C1=C(CN(C(=O)C2(COC2)C)CC(NC=2C=C3CC4(C(NC5=NC=CC=C54)=O)CC3=CC2)=O)C=CC=C1 N-(2-formylbenzyl)-3-methyl-N-(2-oxo-2-((2'-oxo-1,1',2',3-tetrahydrospiro[indene-2,3'-pyrrolo[2,3-b]pyridin]-5-yl)amino)ethyl)oxetane-3-carboxamide